(7-((4-cyano-2-fluorobenzyl)oxy)-5-fluoro-3,4-dihydroisoquinolin-2(1H)-yl)methyl-1-((oxetan-2-yl)methyl)-1H-benzo[d]imidazole-6-carboxylic acid C(#N)C1=CC(=C(COC2=CC(=C3CCN(CC3=C2)CC2=NC3=C(N2CC2OCC2)C=C(C=C3)C(=O)O)F)C=C1)F